(S)-1-(3-(7-acetyl-4-amino-3-(pyrazolo[1,5-a]pyridin-6-ylethynyl)-1H-pyrazolo[4,3-c]pyridin-1-yl)pyrrolidin-1-yl)prop-2-en-1-one C(C)(=O)C=1C2=C(C(=NC1)N)C(=NN2[C@@H]2CN(CC2)C(C=C)=O)C#CC=2C=CC=1N(C2)N=CC1